FC(C1=C(C=C2CCCN(C2=C1)C=1N=C(C=C2C=CC=NC12)C(=O)OCC)C=1CCNCC1)F Ethyl 8-[7-difluoromethyl-6-(1,2,3,6-tetrahydropyridin-4-yl)-3,4-dihydro-2H-quinolin-1-yl]-[1,7]naphthyridine-6-carboxylate